N1N=CC2=C1CN(C2)C(=O)NCC2CC21CCN(CC1)C(=O)OC(C)(C)C tert-butyl 2-[(4,6-dihydro-1H-pyrrolo[3,4-c]pyrazole-5-carbonylamino)methyl]-6-azaspiro[2.5]octane-6-carboxylate